C1(CC1)C1=NC2=CC(=C(C=C2C(=N1)N[C@H](C)C=1C=C(C=CC1)C1=CC=C(C=C1)C(C)C)OC)OC (R)-2-cyclopropyl-N-(1-(4'-isopropyl-[1,1'-biphenyl]-3-yl)ethyl)-6,7-dimethoxyquinazoline-4-amine